7-(pyridin-4-yl)-2,3-dihydrofuro[3,2-c]pyridin N1=CC=C(C=C1)C=1C2=C(C=NC1)CCO2